FC(C(=O)O)(F)F.BrC1=CC=C(C=C1)C1CNC1 3-(4-bromophenyl)azetidine trifluoroacetate